C(C)[Si](OC1(CC1)COC1=C(C=O)C=CC=C1)(CC)CC [1-(triethylsilyloxy)cyclopropyl]Methoxybenzaldehyde